(4S,12aS)-1-Cyclobutyl-N-[(4-fluorophenyl)methyl]-7-hydroxy-4-methyl-6,8-dioxo-1,2,3,4,6,8,12,12a-octahydropyrido[1',2':4,5]pyrazino[1,2-a]pyrimidine-9-carboxamide C1(CCC1)N1[C@H]2N([C@H](CC1)C)C(C=1N(C2)C=C(C(C1O)=O)C(=O)NCC1=CC=C(C=C1)F)=O